COC(=O)C1CC2COCC(C1)N2 3-oxa-9-azabicyclo[3.3.1]Nonane-7-carboxylic acid methyl ester